The molecule is an amino tetrasaccharide comprised of two N-acetylated glucosamine residues sulfated on O-6, of which one is at the non-reducing end, and two galactosyl residues, of which one is at the reducing end. It is an intermediate in the keratan sulfate degradation pathway. It has a role as a mouse metabolite. CC(=O)N[C@@H]1[C@H]([C@@H]([C@H](O[C@H]1O[C@H]2[C@H]([C@H](O[C@H]([C@@H]2O)O[C@@H]3[C@H](O[C@H]([C@@H]([C@H]3O)NC(=O)C)O[C@H]4[C@H]([C@H](OC([C@@H]4O)O)CO)O)COS(=O)(=O)O)CO)O)COS(=O)(=O)O)O)O